FC1=CC=2C(C=C(OC2C2=C1NC(=N2)C(F)(F)F)C2=CC=C(C=C2)S(=O)(=O)C)=O 4-fluoro-8-(4-(methylsulfonyl)phenyl)-2-(trifluoromethyl)chromeno[7,8-d]imidazol-6(3H)-one